2-((cyclopropylmethyl)amino)-5-fluoropyrimidin C1(CC1)CNC1=NC=C(C=N1)F